methanoxanthene C=12C(=CC=C3OC4=CC=CC=C4CC13)C2